F[Sb-](F)(F)(F)(F)F.CC1=C(C(=CC(=C1)C(C1=CC=CC=C1)=O)C)SC1=CC=C(C=C1)[S+](C1=CC=C(C=C1)F)C1=CC=C(C=C1)F 4-(2,6-dimethyl-4-benzoylphenylthio)phenylbis(4-fluorophenyl)sulfonium hexafluoroantimonate